BrC=1C=C2C3(CCN(C2=NC1)C(=O)OC(C)(C)C)CC3 Tert-Butyl 6'-bromo-2',3'-dihydro-1'H-spiro[cyclopropane-1,4'-[1,8]naphthyridine]-1'-carboxylate